[N+](=O)([O-])OCCCCC(=O)O[C@H](C)C1=NC=2C(=C3C(=NC2)NC=C3)N1N1CCC(CC1)CC#N (R)-1-(1-(4-(cyanomethyl)piperidin-1-yl)-1,6-dihydroimidazo[4,5-d]pyrrolo[2,3-b]pyridin-2-yl)ethyl 5-(nitrooxy)valerate